(S)-N'-(((S)-2-(methoxymethyl)-1,2,3,5,6,7-hexahydro-s-indacen-4-yl)carbamoyl)-6,7-dihydro-5H-pyrazolo[5,1-b][1,3]oxazine-3-sulfonimidamide COC[C@H]1CC2=CC=3CCCC3C(=C2C1)NC(=O)N=[S@@](=O)(N)C=1C=NN2C1OCCC2